methyl 4-(difluoromethylene)-1,2-dimethylpyrrolidine-2-carboxylate FC(=C1CC(N(C1)C)(C(=O)OC)C)F